NCC1=NNC(C2=CC=C(C=C12)C1=C(C=CC=C1)C)=O 4-(aminomethyl)-6-(o-tolyl)phthalazin-1(2H)-one